FC(OC=1C=C(C=CC1B1OC(C(O1)(C)C)(C)C)N1CCN(CC1)C(=O)OC(C)(C)C)F tert-butyl 4-[3-(difluoromethoxy)-4-(4,4,5,5-tetramethyl-1,3,2-dioxaborolan-2-yl)phenyl]piperazine-1-carboxylate